(5S,7S)-7-fluoro-5-phenyl-2-(2,2,2-trifluoroethylsulfonyl)-6,7-dihydro-5H-pyrrolo[1,2-b][1,2,4]triazole F[C@H]1C[C@H](N2N=C(N=C21)S(=O)(=O)CC(F)(F)F)C2=CC=CC=C2